C(C)C(COC(CNP(=O)(OC1=CC=C(C=C1)[N+](=O)[O-])NCC(=O)OCC(CC)CC)=O)CC 2-Ethylbutyl (((2-(2-ethylbutoxy)-2-oxoethyl)amino)(4-nitrophenoxy)phosphoryl)glycinate